BrC1=CN=C(S1)C(C)(C)OC 5-bromo-2-(2-methoxyprop-2-yl)thiazole